BrC=1C=2CN[C@H]3CCC4=C([C@@H]3C2C=CC1)C=C(C(=C4)OC)O (6aS,12bR)-(-)-4-bromo-10-methoxy-11-hydroxy-5,6,6a,7,8,12b-hexahydrobenzo[a]phenanthridine